C(C)OC1=C(C=CC(=C1)N1CCOCC1)NC(=O)C=1C=NN2C1N=C(C=C2)N[C@H]2CNCCC2 (R)-N-(2-ethoxy-4-morpholinophenyl)-5-(piperidin-3-ylamino)pyrazolo[1,5-a]pyrimidine-3-carboxamide